2-chloro-6,7-dimethyl-4-(trans-3-(trifluoromethyl)cyclobutyl)-pteridine ClC1=NC2=NC(=C(N=C2C(=N1)[C@@H]1C[C@H](C1)C(F)(F)F)C)C